COCCCC=C(C(=O)O)C#N.C(#N)C=1C=C(C=NC1N1CCN(CC1)C)NC(=O)C1=C(C(=NS1)C1=CC=CC=C1)C1CC1 N-(5-CYANO-6-(4-METHYLPIPERAZIN-1-YL)PYRIDIN-3-YL)-4-CYCLOPROPYL-3-PHENYLISOTHIAZOLE-5-CARBOXAMIDE methoxypropyl-cyanoacrylate